3-{[4-(4-methoxyphenyl)-1,2,5,6-tetrahydropyridin-3-yl]methoxy}-benzonitrile COC1=CC=C(C=C1)C1=C(CNCC1)COC=1C=C(C#N)C=CC1